L-2-hydrazinoethanol N(N)CCO